C1(=CC=CC=C1)C1=CC(=CC2=CC=CC=C12)C1=CC=C(C=C1)NC1=CC=C(C=C1)C1=CC=CC=C1 N-{4-(4-phenylnaphthalen-2-yl)phenyl}-[1,1'-biphenyl]-4-amine